triaminomethane-HCl Cl.NC(N)N